CC/C=C\\C[C@H]([C@H](C=CC=CC=CC/C=C\\C/C=C\\CCC(=O)O)SC[C@@H](C(=O)NCC(=O)O)N)O The molecule is a docosanoid that is 17(R)-hydroxy-(4Z,7Z,10,12,14,19Z)-docosahexaenoic acid in which a cysteinylglycinyl group is attached at position 16S via a sulfide linkage. An intermediate of specialized proresolving mediators It has a role as a human xenobiotic metabolite and a specialised pro-resolving mediator. It is a docosanoid, an organic sulfide, a secondary alcohol, a dipeptide and a dicarboxylic acid. It is a conjugate acid of a 16(S)-glycinylcystein-S-yl-17(R)-hydroxy-(4Z,7Z,10,12,14,19Z)-docosahexaenoate(1-).